tert-butyl 4-{6-[2-allyl-6-(p-cyanophenylamino)-3-oxo-1,2-dihydro-3H-1,2,5,7-tetraazainden-1-yl]-2-pyridyloxy}-1-piperidinecarboxylate C(C=C)N1N(C2=NC(=NC=C2C1=O)NC1=CC=C(C=C1)C#N)C1=CC=CC(=N1)OC1CCN(CC1)C(=O)OC(C)(C)C